E-octadecen-1-ol C(=C\CCCCCCCCCCCCCCCC)/O